O1CCC2=C1C=C(C=C2)[C@@H](C)N2CCNCC2 (R)-1-(1-(2,3-dihydrobenzofuran-6-yl)ethyl)piperazine